1-(4-aminophenyl)ethane tert-butyl-(2-bromo-5-ethoxypyridin-4-yl)(tert-butoxycarbonyl)carbamate C(C)(C)(C)CC(C)(C)OC(=O)N(C(O)=O)C1=CC(=NC=C1OCC)Br.NC1=CC=C(C=C1)CC